N[C@H](CO[C@H]1C(N(CC1)[C@H]1[C@@H](CN(CC1)C1=NC=C(C=N1)C1CC1)O)=O)CC (R)-3-((S)-2-aminobutoxy)-1-((3R,4R)-1-(5-cyclopropylpyrimidin-2-yl)-3-hydroxypiperidin-4-yl)pyrrolidin-2-one